2-ethoxy-5-(2-carbonylpyrrolidin-1-yl)benzoic acid C(C)OC1=C(C(=O)O)C=C(C=C1)N1C(CCC1)=C=O